C1(=CC=CC=C1)C=1C(=[O+]C=CC1)C1=CC=CC=C1 diphenyl-pyrylium